FC(C=1C(=C(C=CC1)[C@@H](C)NC=1C=2C(N=C(N1)C)=C(C(N(C2)C2(CC2)CF)=O)NC(C)=O)F)F (R)-N-(4-((1-(3-(difluoromethyl)-2-fluorophenyl)ethyl)amino)-6-(1-(fluoromethyl)cyclopropyl)-2-methyl-7-oxo-6,7-dihydropyrido[4,3-d]pyrimidine-8-yl)acetamide